2-chloro-1-((2R,4S)-1-(2-((1S*,2S*)-2-(4-methylpyrimidin-2-yl)cyclopropyl)quinolin-7-yl)-4-((triisopropylsilyl)oxy)pyrrolidin-2-yl)ethan-1-one ClCC(=O)[C@@H]1N(C[C@H](C1)O[Si](C(C)C)(C(C)C)C(C)C)C1=CC=C2C=CC(=NC2=C1)[C@@H]1[C@H](C1)C1=NC=CC(=N1)C |o1:30,31|